Cl.Cl.C(C)N1CCC(CC1)C=1N=NC2=CC(=CC(=C2C1)F)C=1C=CC=2N(N1)C=C(N2)C 3-(1-Ethylpiperidin-4-yl)-5-fluoro-7-(2-methylimidazo[1,2-b]pyridazin-6-yl)cinnoline dihydrochloride